2,4,6-tribromophenolate BrC1=C(C(=CC(=C1)Br)Br)[O-]